(4S,4aS,5aS,6S,12aS)-7-chloro-4-(dimethylamino)-3,6,10,12,12a-pentahydroxy-1,11-dioxo-1,4,4a,5,5a,6,11,12a-octahydro-2-tetracencarboxamide ClC1=C2[C@H]([C@H]3C[C@H]4[C@@H](C(=C(C([C@]4(C(=C3C(C2=C(C=C1)O)=O)O)O)=O)C(=O)N)O)N(C)C)O